[B+3].[O-2].[Zn+2] zinc-oxide boron